N-Bochistidine C(=O)(OC(C)(C)C)N[C@@H](CC1=CNC=N1)C(=O)O